ClC=1N=C(C2=C(N1)N(N=N2)[C@H]2[C@@H]([C@@H]([C@H](O2)COCP(O)(O)=O)O)O)N[C@H]2CCC1=CC=CC=C21 ((((2R,3S,4R,5R)-5-(5-chloro-7-(((S)-2,3-dihydro-1H-inden-1-yl)amino)-3H-[1,2,3]triazolo[4,5-d]pyrimidin-3-yl)-3,4-dihydroxytetrahydrofuran-2-yl)methoxy)methyl)phosphonic acid